6-(3-(Aminomethyl)benzyl)-2,4-dimethyl-4H-thiazolo[5',4':4,5]pyrrolo[2,3-d]pyridazin-5(6H)-one NCC=1C=C(CN2N=CC3=C(C2=O)N(C2=C3SC(=N2)C)C)C=CC1